N-((1,2,3,5,6,7-hexahydro-s-indacen-4-yl)carbamoyl)-3-(4,4,5,5-tetramethyl-1,3,2-dioxaborolan-2-yl)benzenesulfonamide C1CCC2=C(C=3CCCC3C=C12)NC(=O)NS(=O)(=O)C1=CC(=CC=C1)B1OC(C(O1)(C)C)(C)C